C1CCC2=C(C=3CCCC3C=C12)NC(=O)N=[S@](=O)(N)C1=CC=C(C=C1)C(C)(C)NC |o1:16| (R) or (S)-N'-((1,2,3,5,6,7-hexahydro-s-indacen-4-yl)carbamoyl)-4-(2-(methylamino)propan-2-yl)benzenesulfonimidamide